(S)-N-(1-(3-chlorophenyl)-2-hydroxy-ethyl)-1-(5-methyl-2-((1-methyl-piperidin-4-yl)amino)-pyrimidin-4-yl)-1H-imidazole-4-carboxamide ClC=1C=C(C=CC1)[C@@H](CO)NC(=O)C=1N=CN(C1)C1=NC(=NC=C1C)NC1CCN(CC1)C